2-(3,4-dimethylbenzoylamino)acetic acid CC=1C=C(C(=O)NCC(=O)O)C=CC1C